CN(C=1C=C(C(=NC1)F)CONC(=O)C1=NC(=CN=C1)C=1C=NC(=CC1)OCC)C N-((5-(dimethylamino)-2-fluoropyridin-3-yl)methoxy)-6-(6-ethoxypyridin-3-yl)pyrazine-2-carboxamide